5-(8-oxa-3-azabicyclo[3.2.1]octane-3-yl)-N-(3-(difluoromethyl)-1-(piperidin-4-yl)-1H-pyrazol-4-yl)pyrazolo[1,5-a]pyrimidine-3-carboxamide C12CN(CC(CC1)O2)C2=NC=1N(C=C2)N=CC1C(=O)NC=1C(=NN(C1)C1CCNCC1)C(F)F